N-(3-(1H-pyrrolo[2,3-b]pyridin-5-yl)phenethyl)-4-chloro-3-(trifluoromethyl)benzamide N1C=CC=2C1=NC=C(C2)C=2C=C(CCNC(C1=CC(=C(C=C1)Cl)C(F)(F)F)=O)C=CC2